NC1=C2NC=NC2=NC=N1 6-aminopurine